(2R,5S)-2,5-diethyl-1-(1-(4-fluoro-2-methoxyphenyl)ethyl)piperazine C(C)[C@H]1N(C[C@@H](NC1)CC)C(C)C1=C(C=C(C=C1)F)OC